ClC1=CC=2C=3C=CC(=CC3N(C(N(C2N=C1)CC)=O)C1=C(C=C(C=C1F)NCCN1CCNCC1)F)C#N 4-chloro-10-(2,6-difluoro-4-{[2-(piperazin-1-yl)ethyl]amino}phenyl)-8-ethyl-9-oxo-6,8,10-triazatricyclo[9.4.0.02,7]pentadeca-1(11),2(7),3,5,12,14-hexaene-13-carbonitrile